(R,Z)-3-((5-(bicyclo[1.1.1]pentan-1-yl)-3-methyl-7-(methylthio)-1,1-dioxido-2,3,4,5-tetrahydrobenzo[f][1,2,5]thiadiazepin-8-yl)oxy)-2-fluoroacrylic acid C12(CC(C1)C2)N2C[C@H](NS(C1=C2C=C(C(=C1)O\C=C(\C(=O)O)/F)SC)(=O)=O)C